C(C1=CC=CC=C1)=NN1C2=NC(=NC(=C2N=C1)NC1=CC=NC=C1)N1CCOCC1 9-(benzylideneamino)-2-morpholino-N-(Pyridin-4-yl)-9H-purin-6-amine